tert-butyl (2S,6R)-4-(2,3-dihydro-1H-pyrrolo[2,3-b]pyridin-4-yl)-2,6-dimethylpiperazine-1-carboxylate N1CCC=2C1=NC=CC2N2C[C@@H](N([C@@H](C2)C)C(=O)OC(C)(C)C)C